CN1C(=C(C(=C1C)C(C(NCC#C)=O)=O)C)C(=O)O 1,3,5-trimethyl-4-(2-oxo-2-(prop-2-yn-1-ylamino)acetyl)-1H-pyrrole-2-carboxylic acid